N1=CC=C(C=C1)C=1N=C(C2=C(N1)C=NC=C2)N2CCC1(CCN(C1)CCNS(=O)(=O)C)CC2 N-(2-(8-(2-(pyridin-4-yl)pyrido[3,4-d]pyrimidin-4-yl)-2,8-diazaspiro[4.5]decan-2-yl)ethyl)methanesulfonamide